[1,1'-biphenyl]-4,4'-diylbis(phenylazanediyl)dibenzaldehyde C1(=CC=C(C=C1)N(C1=CC=CC=C1)C1(C=O)CC=CC=C1)C1=CC=C(C=C1)N(C1=CC=CC=C1)C1(C=O)CC=CC=C1